NC1=NC2=CC(=CC(=C2C=C1Cl)F)CCC=1[C@H]([C@H]([C@@H](C1)N1C=CC2=C1N=CN=C2NOC)O)O (1S,2R,5R)-3-(2-(2-amino-3-chloro-5-fluoroquinolin-7-yl)ethyl)-5-(4-(methoxyamino)-7H-pyrrolo[2,3-d]pyrimidin-7-yl)cyclopent-3-ene-1,2-diol